5-acryl-2-(4-fluorophenyl)-2,3-dihydro-1,5-benzothiazepine-4(5H)-one C(=O)(C=C)N1C(CC(SC2=C1C=CC=C2)C2=CC=C(C=C2)F)=O